C1NCC2=CC(=CC=C12)C(=O)O 1,3-dihydroisoindole-5-carboxylic acid